(R)-2-(2-methyl-3-(6-(trifluoromethyl)pyridin-3-yl)propyl)-7-thia-2-azaspiro[3.5]nonane 7,7-dioxide C[C@@H](CN1CC2(C1)CCS(CC2)(=O)=O)CC=2C=NC(=CC2)C(F)(F)F